4-amino-7-{(1R)-1-[1-(propan-2-yl)-1H-pyrazol-4-yl]propyl}-5-[2-(trifluoromethyl)pyrimidin-5-yl]pyrrolo[2,1-f][1,2,4]triazine-6-carbonitrile NC1=NC=NN2C1=C(C(=C2[C@H](CC)C=2C=NN(C2)C(C)C)C#N)C=2C=NC(=NC2)C(F)(F)F